(1R,2R,3aS,10aR)-1-[(1E,3ξ,4ξ)-4-(2,3-difluorophenyl)-3-hydroxy-1-penten-1-yl]-5-fluoro-2-hydroxy-2,3,3a,9,10,10a-hexahydro-1H-benzo[b]cyclopenta[f]oxepin-6-carboxylic acid FC1=C(C=CC=C1F)C(C(/C=C/[C@H]1[C@@H](C[C@H]2[C@@H]1CCC1=C(O2)C(=C(C=C1)C(=O)O)F)O)O)C